ClC1=CC=C(C(=C1CN)F)F 1-(6-chloro-2,3-difluorophenyl)methylamine